1,3,5-benzenetricarboxylic acid tris[4-(2-ethylhexyl)cyclohexylamide] C(C)C(CC1CCC(CC1)NC(=O)C1=CC(=CC(=C1)C(=O)NC1CCC(CC1)CC(CCCC)CC)C(=O)NC1CCC(CC1)CC(CCCC)CC)CCCC